Methoxydihydropyran COC1OC=CCC1